ClC=1C=CC2=C([C@@H](C[C@H](O2)C(=O)NC23CC(C2)(C3)N3C=NC(=C3)C=3C=NC(=CC3)C(F)(F)F)O)C1 (2S,4R)-6-Chloro-4-hydroxy-N-(3-{4-[6-(trifluoromethyl)pyridin-3-yl]-1H-imidazol-1-yl}bicyclo[1.1.1]pentan-1-yl)-3,4-dihydro-2H-1-benzopyran-2-carboxamide